(Z)-2-(2-(quinolin-2-yl)hydrazineylidene)-2,3-dihydro-1H-inden-1-one N1=C(C=CC2=CC=CC=C12)N\N=C\1/C(C2=CC=CC=C2C1)=O